C1(=CC=CC=C1)S(=O)(=O)OSC(F)(F)F trifluoromethylthio benzenesulfonate